NC=1C(=NN(C1)C1CN(C1)C1CCN(CC1)C(CO)=O)C(F)F 1-(4-(3-(4-amino-3-(difluoromethyl)-1H-pyrazol-1-yl)azetidin-1-yl)piperidin-1-yl)-2-hydroxyethan-1-one